C1(=CC=CC=C1)[N-]C1=CC=CC=C1.C1(=CC=CC=C1)[N-]C1=CC=CC=C1.C1(=CC=CC=C1)[N-]C1=CC=CC=C1.C1(=CC=CC=C1)[N-]C1=CC=CC=C1.[Zr+4] zirconium tetra(diphenylamide)